1-(2,6-dichlorophenyl)-1,2-propanediol ClC1=C(C(=CC=C1)Cl)C(C(C)O)O